ClC1=CC(=CC(=N1)N1CC2=CC=C(C=C2C1=O)C1=C(C=C(C#N)C=C1)C1=NN=CN1C)CN1C[C@H](CCC1)C (S)-4-(2-(6-Chloro-4-((3-methylpiperidin-1-yl)methyl)pyridin-2-yl)-3-oxoisoindolin-5-yl)-3-(4-methyl-4H-1,2,4-triazol-3-yl)benzonitrile